1,4-diOxazolidine O1NCOC1